N[C@H](C(=O)O)CCC[C@@H](C(=O)O)N (2S,6S)-2,6-diaminopimelic acid